[1,2]Benzoxaborole O1B=CC2=C1C=CC=C2